CC1=NN(C2=CC(=CC=C12)N)CCN1CCN(CC1)C 3-Methyl-1-(2-(4-methylpiperazin-1-yl)ethyl)-1H-indazol-6-amine